2-(3-(7-chloro-6-(1H-indazol-6-yl)-2-oxo-1,2-dihydro-quinolin-3-yl)phenyl)acetic acid ClC1=C(C=C2C=C(C(NC2=C1)=O)C=1C=C(C=CC1)CC(=O)O)C1=CC=C2C=NNC2=C1